(2s,3r)-4-nitrophenylserine [N+](=O)([O-])C1=CC=C(C=C1)N[C@@H](CO)C(=O)O